NC1=NC(N(C2=CC(=CC=C12)OC(F)(F)F)C=1C(=NC=CC1)C)=O 4-amino-1-(2-methylpyridin-3-yl)-7-(trifluoromethoxy)quinazolin-2(1H)-one